(3r,4s)-3,4-diisopropyltetrahydrofuran-3,4-diol C(C)(C)[C@]1(COC[C@@]1(O)C(C)C)O